COC=1C=C(C=C(C1OC)OC)C=1C=CC=2N(N1)C(=CN2)C=2C=C(C=CC2)NC(C)=O N-[3-[6-(3,4,5-trimethoxyphenyl)imidazo[1,2-b]pyridazin-3-yl]phenyl]acetamide